C(CCCCCCC\C=C/CCCCCCCC)(=O)[O-].[Li+] Lithium oleat